C[C@H]1N([C@@H](CNC1)C)C(=O)N1CC2(N(C=3C(=NN=C(C3)C3=C(C(=CC=C3)F)O)NC2)CC1)C ((2R,6R)-2,6-dimethyl-piperazin-1-yl)(2-(3-fluoro-2-hydroxyphenyl)-6a-methyl-5,6,6a,7,9,10-hexahydro-8H-pyrazino-[1',2':4,5]pyrazino[2,3-c]-pyridazin-8-yl)methanone